C12CC(CC2CC1)N[C@@H]1[C@H](CCCC1)CC=1C=C2CN(C(C2=CC1)=O)C1C(NC(CC1)=O)=O 3-(5-(((1R,2S)-2-(bicyclo[3.2.0]heptan-3-ylamino)cyclohexyl)methyl)-1-oxoisoindolin-2-yl)piperidine-2,6-dione